COC(=O)C1=C(C=2C(=NC=CC2NC2=C(C(=C(C=C2)OC2=CC=CC=C2)F)C)S1)N 3-amino-4-((3-fluoro-2-methyl-4-phenoxyphenyl)amino)thieno[2,3-b]Pyridine-2-carboxylic acid methyl ester